bis(3-bromo-4-hydroxyphenyl)phenyl-methane BrC=1C=C(C=CC1O)C(C1=CC=CC=C1)C1=CC(=C(C=C1)O)Br